N1CC=NC=C1 DIHYDROPYRAZIN